O=C1CC2(C1)CN(C2)C2=NC=CC(=N2)COC2=CC=C(C=C2)C(C)(C)C2=CC=C(CN1CC(C1)NC(OC(C)(C)C)=O)C=C2 tert-butyl (1-(4-(2-(4-((2-(2-Oxo-6-azaspiro[3.3]heptane-6-yl)pyrimidin-4-yl)methoxy)phenyl)propan-2-yl) Benzyl)azetidin-3-yl)carbamate